4-amino-4-methylpiperidin NC1(CCNCC1)C